C(C)N1CC=C(C12COCC2)C2=CC=1C(=NC=CC1C=1SC3=C(N1)C=C(C=C3)N)S2 (2-(1-ethyl-7-oxa-1-azaspiro[4.4]non-3-en-4-yl)thieno[2,3-b]pyridin-4-yl)-benzo[d]thiazol-5-amine